diisopropyl-triethanolamine C(C)(C)C(N(CCO)CCO)(CO)C(C)C